FC1=C(C=CC2=C1CNS2(=O)=O)NC2=NNC(=C2)[C@H]2C[C@H](CC2)N2SC=CC2=O cis-2-(3-(3-((4-fluoro-1,1-dioxido-2,3-dihydrobenzo[d]isothiazol-5-yl)amino)-1H-pyrazol-5-yl)cyclopentyl)isothiazol-3(2H)-one